The molecule is an organosulfate oxoanion resulting from deprotonation of the sulfate OH group of D-glucopyranose 6-sulfate; major species at pH 7.3. It is a conjugate base of a D-glucopyranose 6-sulfate. C([C@@H]1[C@H]([C@@H]([C@H](C(O1)O)O)O)O)OS(=O)(=O)[O-]